N-(4-(pyrrolidin-1-yl)benzyl)aniline N1(CCCC1)C1=CC=C(CNC2=CC=CC=C2)C=C1